2-[(2E)-2-(aminomethyl)-3-fluoroprop-2-en-1-yl]-7-(1,2,3,6-tetrahydropyridin-4-yl)[1,2,4]triazolo[4,3-a]pyridin-3(2H)-one dihydrochloride Cl.Cl.NC/C(/CN1N=C2N(C=CC(=C2)C=2CCNCC2)C1=O)=C\F